CN1C[C@H](CCC1)N1N=C2C=CC(=CC2=C1)B1OC(C(O1)(C)C)(C)C |r| 2-[Rac-(3S)-1-methyl-3-piperidyl]-5-(4,4,5,5-tetramethyl-1,3,2-dioxaborolan-2-yl)Indazole